4-chloro-3-(2H-1,2,3-triazol-2-yl)aniline ClC1=C(C=C(N)C=C1)N1N=CC=N1